C(#N)C1=CNC2=C(C=CC(=C12)C)NS(=O)(=O)C=1C=NN(C1)C([2H])([2H])[2H] N-(3-cyano-4-methyl-1H-indol-7-yl)-1-(trideuteriomethyl)pyrazole-4-sulfonamide